2-(2-mercaptoethylsulfanyl)ethanol SCCSCCO